4,7-DIMETHYL-2-(3-NITROPHENYL)-1H-INDOLE-3-CARBOXALDEHYDE CC1=C2C(=C(NC2=C(C=C1)C)C1=CC(=CC=C1)[N+](=O)[O-])C=O